3,5-difluoro-4-trifluoromethyl-bromobenzene FC=1C=C(C=C(C1C(F)(F)F)F)Br